5-(thiophen-2-yl)-1,3,4-oxadiazol S1C(=CC=C1)C1=NN=CO1